C1=C(C=CC2=CC=CC=C12)C[C@@H](N)C(=O)O β-(2-naphthyl)-D-alanine